FC1=CC=C(C=C1)C=1N=C(SC1)N1C[C@@H](N(C[C@H]1C)C(=O)OC(C)(C)C)C tert-butyl (2S,5R)-4-(4-(4-fluorophenyl) thiazol-2-yl)-2,5-dimethylpiperazine-1-carboxylate